NCCCP(O)(=O)CC1CCCCC1 (3-aminopropyl)(cyclohexylmethyl)phosphinic acid